C1(CCCCC1)CN(C)CCO 2-(N-(cyclohexylmethyl)-N-methylamino)ethanol